Br[Si]1(C[SiH](C1)Br)CCCC 1,3-dibromo-1-butyl-1,3-disilacyclobutane